(11β,17β)-17-Hydroxy-11-[4-(methylsulphonyl)phenyl]-17-(pentafluoroethyl)estra-4,9-dien-3-one O[C@@]1([C@]2(C)[C@@H](CC1)[C@@H]1CCC3=CC(CCC3=C1[C@H](C2)C2=CC=C(C=C2)S(=O)(=O)C)=O)C(C(F)(F)F)(F)F